Methyl 3-[[4-[2-[[tert-butyl(dimethyl)silyl]oxymethyl]-5-fluoro-phenyl]-2-pyridyl]sulfamoyl]-5-chloro-4-methoxy-benzoate [Si](C)(C)(C(C)(C)C)OCC1=C(C=C(C=C1)F)C1=CC(=NC=C1)NS(=O)(=O)C=1C=C(C(=O)OC)C=C(C1OC)Cl